N1[C@@H](CCC1)CO l-prolinol